tert-butyl 4-(2,4-dihydroxy-6-pentyl-phenyl)sulfonylpiperazine-1-carboxylate OC1=C(C(=CC(=C1)O)CCCCC)S(=O)(=O)N1CCN(CC1)C(=O)OC(C)(C)C